C1(=CC=CC=C1)[C@@]1([C@@H](CCC1)NC1=CC=CC=C1)C=1SC=CN1 N-((1R,2S)-2-phenyl-2-thiazolylcyclopentyl)aniline